CCCCCCCCCCCCCCCCCC(=O)O[C@H](COC(=O)CCCCCCC/C=C\CCCCCC)COP(=O)(O)OC[C@H](CO)O 1-(9Z-hexadecenoyl)-2-octadecanoyl-glycero-3-phospho-(1'-sn-glycerol)